FC(C[C@@H](C(=O)NC1=NC=CC(=C1)C1=C(C=2C(=NC=C(N2)F)N1)C1=NC=CC=C1)C1=CC=C(C=C1)F)F (2R)-4,4-difluoro-2-(4-fluorophenyl)-N-{4-[2-fluoro-7-(pyridin-2-yl)-5H-pyrrolo[2,3-b]pyrazin-6-yl]pyridin-2-yl}butanamide